O=C1NC(CCC1N1C(N(C2=C1C=CC=C2N2CCN(CC2)CCCN)C)O)=O 3-(4-(1-(2,6-dioxopiperidin-3-yl)-3-methyl-2-oxyl-2,3-Dihydro-1H-benzo[d]imidazol-4-yl)piperazin-1-yl)propylamine